COC1=CC=C(C=C1)C=1OC2=C(N1)C=CC1=CC=CC=C12 2-(4-methoxyphenyl)naphtho[2,1-d]oxazole